O[C@H]1C[C@]2(C(C3CCC=4[C@](CCNC(C4)=O)(C13)C)CC[C@@H]2C(=O)N(C)C)C (5aR,6S,7aS,8S)-6-hydroxy-N,N,5a,7a-tetramethyl-2-oxo-2,3,4,5,5a,5b,6,7,7a,8,9,10,10a,10b,11,12-hexadecahydrocyclopenta[5,6]naphtho[1,2-d]azepine-8-carboxamide